3-furyl-1,4,2-dioxazol-5-one O1C=C(C=C1)C1=NOC(O1)=O